C(C)(C)(C)OC(=O)NCC1(CCN(CC1)C=1N=CC(=NC1)[S-])C.[Na+] sodium 5-(4-(((tert-butoxycarbonyl)amino)methyl)-4-methylpiperidin-1-yl)pyrazine-2-thiolate